CC1(CCC(CC1)NC1=NN2C(C(=N1)OC(F)(F)F)=C(C=C2)C=2C=C1C=CC=NC1=CC2)O (1s,4s)-1-methyl-4-((5-(quinolin-6-yl)-4-(trifluoromethoxy)pyrrolo[2,1-f][1,2,4]triazin-2-yl)amino)cyclohexan-1-ol